C(C)N(C=1C=C(C=CC1)C)CC1=C(C=C(C=C1)S(=O)(=O)O)CCC(=O)O 3-(2-((ethyl-(m-tolyl)amino)methyl)-5-sulfophenyl)propionic acid